OC1=C(C=C(C=C1)NC(C)=O)CN1CCN(CC1)CCOC N-(4-hydroxy-3-((4-(2-methoxyethyl)piperazin-1-yl)methyl)-phenyl)acetamide